2-(((2r,4r)-1,4-di(tert-butoxycarbonyl)-2-methylpiperidin-4-yl)methyl)-3,5-difluoropyridine-1-oxide C(C)(C)(C)OC(=O)N1[C@@H](C[C@@](CC1)(C(=O)OC(C)(C)C)CC1=[N+](C=C(C=C1F)F)[O-])C